Norbornadienen C12=CC=C(C=C1)C2